C(C)OC(=O)C1=CC(CC1=O)(C)C 3,3-dimethyl-5-oxo-1-cyclopentene-1-carboxylic acid ethyl ester